O=C1NC(CCC1N1CC2=C(C=C(C=C2C1=O)CN(C(O)=O)C1=CC(=CC(=C1)C)F)F)=O.C1(=CC=CC=C1)N(C1=CC=CC=C1)C(=CC1=CC=CC=C1)C1=CC=C(C=C1)C1=CC=C(C=C1)C(=CC1=CC=CC=C1)N(C1=CC=CC=C1)C1=CC=CC=C1 4,4'-bis(diphenylamino-trans-styryl)biphenyl (2-(2,6-dioxopiperidin-3-yl)-7-fluoro-3-oxoisoindolin-5-yl)methyl-(3-fluoro-5-methylphenyl)carbamate